(1R,2S)-N-(6-(6-fluoro-7-(isopropylamino)-5-(trifluoromethyl)-1H-indazol-4-yl)imidazo[1,2-a]pyrazin-2-yl)-2-(hydroxymethyl)cyclopropane-1-carboxamide FC1=C(C(=C2C=NNC2=C1NC(C)C)C=1N=CC=2N(C1)C=C(N2)NC(=O)[C@H]2[C@H](C2)CO)C(F)(F)F